2-((S)-4-(7-(8-ethynylnaphthalen-1-yl)-8-fluoro-2-(((2R,7aS)-2-fluorotetrahydro-1H-pyrrolizin-7a(5H)-yl)methoxy)pyrido[4,3-d]pyrimidin-4-yl)piperazin-2-yl)acetonitrile C(#C)C=1C=CC=C2C=CC=C(C12)C1=C(C=2N=C(N=C(C2C=N1)N1C[C@@H](NCC1)CC#N)OC[C@]12CCCN2C[C@@H](C1)F)F